C1(CC(=O)OCCOCCO1)=O ketodiethyl malonate